ClC1=CNC=2N=C(N=C(C21)NC2CC2)NC2=C(C=C(C=C2)P2(CCN(CC2)C(C)=O)=O)OC 1-(4-(4-((5-chloro-4-(cyclopropylamino)-7H-pyrrolo[2,3-d]pyrimidin-2-yl)amino)-3-methoxyphenyl)-4-oxido-1,4-azaphosphinan-1-yl)ethan-1-one